C1(CC1)N1CCN(CC1)C1=CC2=C(N=C(N=C2N[C@H](C)C2=C(C(=CC=C2)C(F)F)F)C)C=N1 6-(4-Cyclopropylpiperazin-1-yl)-N-{(1R)-1-[3-(difluoromethyl)-2-fluorophenyl]ethyl}-2-methylpyrido[3,4-d]pyrimidin-4-amine